4-(7-fluoro-4-isocyanato-inden-5-yl)-2-methoxy-pyridine FC=1C=C(C(=C2C=CCC12)N=C=O)C1=CC(=NC=C1)OC